5,6-dihydro-4H-[1,2,4]Triazolo[4,3-a][1]Benzazepin-5-ol C1=NN=C2N1C1=C(CC(C2)O)C=CC=C1